CN1CCCCCCC1 methyl-azocane